N-({2-[5-chloro-2-(2H-1,2,3-triazol-2-yl)benzoyl]-4-methyl-2-azabicyclo[3.1.1]hept-3-yl}methyl)-5-(trifluoromethyl)pyrimidin-2-amine ClC=1C=CC(=C(C(=O)N2C3CC(C(C2CNC2=NC=C(C=N2)C(F)(F)F)C)C3)C1)N1N=CC=N1